N-(6-(2H-1,2,3-triazol-2-yl)-5-(trifluoromethyl)pyridin-3-yl)-5-chloro-2,4'-difluoro-2'-iodo-[1,1'-biphenyl]-4-carboxamide N=1N(N=CC1)C1=C(C=C(C=N1)NC(=O)C1=CC(=C(C=C1Cl)C1=C(C=C(C=C1)F)I)F)C(F)(F)F